C(=CC)C=1C=C(C(=CC1)OC)O 4-(1-propenyl)Guaiacol